1-methylindole-3-aldehyde CN1C=C(C2=CC=CC=C12)C=O